C(CCCCCCCCC=C)(=O)O.C(C)OC(CSCCN)OCC 2-(2,2-diethoxyethylthio)ethylamine undecylenate